3,3'-dithiobis(sulfosuccinimidyl-propionate) S(=O)(=O)(O)C(C(=O)[O-])(CSSCC(C(=O)[O-])(N1C(CCC1=O)=O)S(=O)(=O)O)N1C(CCC1=O)=O